(E)-1-[4-(2-Chloroprop-2-enoxy)phenyl]-3-(3-hydroxy-4-methoxyphenyl)prop-2-en-1-one ClC(COC1=CC=C(C=C1)C(\C=C\C1=CC(=C(C=C1)OC)O)=O)=C